BrC1=CC=C(C=C1)N1C(N(CC(C1)=C)C)=O 1-(4-Bromophenyl)-3-methyl-5-methylenetetrahydropyrimidin-2(1H)-one